tert-butyl (4-hydroxy-2-methylbutyl)(methyl)carbamate OCCC(CN(C(OC(C)(C)C)=O)C)C